4-(4-Nitrophenyl)sulfonylpiperidine hydrochloride Cl.[N+](=O)([O-])C1=CC=C(C=C1)S(=O)(=O)C1CCNCC1